OCCCNC(C1=C(C=CC=C1)NC1=CC=NC2=CC(=CC=C12)C(F)(F)F)=O N-(3-hydroxypropyl)-2-[(7-trifluoromethylquinolin-4-yl)amino]Benzamide